2-(5-(6-chloro-5-(5-methoxypyridin-3-yl)-1H-indol-2-yl)pyridin-2-yl)propan-1-ol ClC1=C(C=C2C=C(NC2=C1)C=1C=CC(=NC1)C(CO)C)C=1C=NC=C(C1)OC